tert-butyl (2R,3S,4S)-4-[(tert-butoxycarbonyl)oxy]-3-({[5-(dimethylamino)pentyl]carbamoyl}oxy)-2-[(4-methoxyphenyl)methyl]pyrrolidine-1-carboxylate C(C)(C)(C)OC(=O)O[C@@H]1[C@H]([C@H](N(C1)C(=O)OC(C)(C)C)CC1=CC=C(C=C1)OC)OC(NCCCCCN(C)C)=O